N-[rac-(2R,3S)-1-[1-(4-fluorophenyl)imidazo[1,5-a]pyridin-6-yl]-5-oxo-2-phenylpyrrolidin-3-yl]cyclopropanecarboxamide FC1=CC=C(C=C1)C=1N=CN2C1C=CC(=C2)N2[C@@H]([C@H](CC2=O)NC(=O)C2CC2)C2=CC=CC=C2 |r|